2-(cyclopropanecarbonylamino)-N-(cyclopropylmethyl)-5-[3-[(2-oxo-4-piperidyl)amino]-1,2,4-triazol-4-yl]-4,5,6,7-tetrahydrobenzothiophene-3-carboxamide C1(CC1)C(=O)NC=1SC2=C(C1C(=O)NCC1CC1)CC(CC2)N2C(=NN=C2)NC2CC(NCC2)=O